C(C)(C)(C)OC(=O)N1C[C@H](CC1)O (S)-3-hydroxypyrrolidine-1-carboxylic acid tert-butyl ester